C(C)(C)(C)OC(=O)N1C[C@H](CC1)C(C(=O)OC(C)(C)C)(C)CC1=CC(=CC=C1)C=O (3R)-3-[2-tert-butoxy-1-[(3-formylphenyl)methyl]-1-methyl-2-oxo-ethyl]pyrrolidine-1-carboxylic acid tert-butyl ester